6-METHOXYHEXYL ACRYLATE C(C=C)(=O)OCCCCCCOC